CCCCCCCC\C=C/CCCCCCCC(CCCCCCCC\C=C/CCCCCCCC)N[C@@H](CCCNC(N)=N)C(=O)N[C@@H](CC1=CNC=N1)C(=O)[O-] (9Z,27Z)-hexatriacont-9,27-dien-18-ylarginylhistidinate